5-chloro-6-(2-chloro-4-fluorophenyl)-1-(3,5-dimethoxyphenyl)-3-methyl-2,4(1H,3H)-pyrimidinedione ClC=1C(N(C(N(C1C1=C(C=C(C=C1)F)Cl)C1=CC(=CC(=C1)OC)OC)=O)C)=O